3-[[[(3-amino-1-phenylpropoxy)carbonyl]oxy]methyl]-2-methyl-1-[(2,3,4,9-tetrahydro-9-methyl-4-oxo-1H-carbazol-3-yl)methyl]-1H-imidazolium chloride hydrochloride Cl.[Cl-].NCCC(OC(=O)OC[N+]1=C(N(C=C1)CC1CCC=2N(C3=CC=CC=C3C2C1=O)C)C)C1=CC=CC=C1